methoxy-3-iodopyridine COC1=NC=CC=C1I